ClC1=C(C=CC(=C1)C)C=1C=C(C2=C(NC(=N2)C(F)(F)F)C1)C(=O)O 6-(2-chloro-4-methylphenyl)-2-(trifluoromethyl)-1H-benzimidazole-4-carboxylic acid